COC1=CC=C(C=N1)[C@@H](CN[C@@H]([C@H]1CNC2=C(N1)N=CC=C2)C2=CC=CC=C2)C (2S)-2-(6-methoxy-3-pyridyl)-N-[(R)-phenyl-[(3R)-1,2,3,4-tetrahydropyrido[2,3-b]pyrazin-3-yl]methyl]propan-1-amine